[2-(2-fluorophenyl)-2-oxo-ethyl]malononitrile FC1=C(C=CC=C1)C(CC(C#N)C#N)=O